O=S1(N(CC(N1)=O)C1=C(C=C2C=CC(=CC2=C1F)OCCNC(OC(C)(C)C)=O)O)=O tert-Butyl (2-((7-(1,1-dioxido-4-oxo-1,2,5-thiadiazolidin-2-yl)-8-fluoro-6-hydroxynaphthalen-2-yl)oxy)ethyl)carbamate